2,5-di-tert-pentyl-hydroquinone C(C)(C)(CC)C1=C(O)C=C(C(=C1)O)C(C)(C)CC